tribromogermane Br[GeH](Br)Br